4-(methylsulfonyl)-N-(2-oxo-1-(3,3,3-trifluoropropyl)indolin-6-yl)-2-(6-azaspiro[2.5]octan-6-yl)benzamide CS(=O)(=O)C1=CC(=C(C(=O)NC2=CC=C3CC(N(C3=C2)CCC(F)(F)F)=O)C=C1)N1CCC2(CC2)CC1